{1-[(adamantan-1-yl)methyl]-5-methyl-1H-pyrazol-4-yl}-6-{[4-(3,6-dichloro-5-methylpyridazin-4-yl)butyl]amino}pyridine-2-carboxylic acid ethyl ester C(C)OC(=O)C1=NC(=CC=C1C=1C=NN(C1C)CC12CC3CC(CC(C1)C3)C2)NCCCCC2=C(N=NC(=C2C)Cl)Cl